9-(2-ethylhexyl)-3-(2-phenylpyrazolo[1,5-a]pyrimidin-7-yl)-9H-carbazole C(C)C(CN1C2=CC=CC=C2C=2C=C(C=CC12)C1=CC=NC=2N1N=C(C2)C2=CC=CC=C2)CCCC